4-chloro-7-fluoro-N,N-dimethyl-6-(1,2,5,6-tetrahydropyridin-3-yl)benzo[b]thiophene-2-carboxamide ClC1=CC(=C(C=2SC(=CC21)C(=O)N(C)C)F)C=2CNCCC2